N[C@H]1CN(C[C@@H]1OCC1=CC(=C(C=C1)Cl)CC)C(=O)OC(C)(C)C tert-butyl (3S,4S)-3-amino-4-((4-chloro-3-ethylbenzyl)oxy)pyrrolidine-1-carboxylate